ClC1=NC(=CC=C1C(=O)NS(=O)(=O)C1=CC=C(C=C1)CCCCC1CC(N(C1)C(=O)OC(C)(C)C)(C)C)N1N=C(C=C1)OCCC1(CC1)C(F)(F)F tert-Butyl 4-[4-[4-[[2-chloro-6-[3-[2-[1-(trifluoromethyl)cyclopropyl]ethoxy]pyrazol-1-yl]pyridine-3-carbonyl]sulfamoyl]phenyl]butyl]-2,2-dimethyl-pyrrolidine-1-carboxylate